methyl (((1r,3r)-3-aminocyclobutyl)methyl)carbamate hydrochloride Cl.NC1CC(C1)CNC(OC)=O